4-(Trifluoromethyl)phenyl-sulfonyl chloride FC(C1=CC=C(C=C1)S(=O)(=O)Cl)(F)F